4-(4-(2-(tert-butoxycarbonyl)-2-azaspiro[3.3]heptan-6-yl)-2-(ethoxycarbonyl)cyclopent-1-yl)benzoic acid C(C)(C)(C)OC(=O)N1CC2(C1)CC(C2)C2CC(C(C2)C2=CC=C(C(=O)O)C=C2)C(=O)OCC